C(C)N1N=C(C=C1C=1NC(=NN1)C1=C2C=NN(C2=CC(=C1)C(=O)N)C[C@@H]1N(CCCC1)C)C 4-[5-(1-ethyl-3-methyl-1H-pyrazol-5-yl)-4H-1,2,4-triazol-3-yl]-1-{[(2R)-1-methylpiperidin-2-yl]methyl}-1H-indazole-6-carboxamide